8-(bromomethyl)7-fluoro-2,3-dihydro-1H-pyrano[2,3-c]quinolin-5(6H)-one BrCC=1C=CC=2C3=C(C(NC2C1F)=O)OCCC3